methyl [(2R,4R)-3,3-difluoro-4-{(methanesulfonyl)[(4-methoxyphenyl)methyl]amino}pyrrolidin-2-yl]acetate hydrochloride Cl.FC1([C@H](NC[C@H]1N(CC1=CC=C(C=C1)OC)S(=O)(=O)C)CC(=O)OC)F